C(C=C)(=O)N1C[C@@H](N(C[C@H]1C)C1=NC(N2C3=C(C(=C(C=C13)C(F)(F)F)C1=C(C=C(C=C1)F)F)SCC1(C2)COC1)=O)C (R)-8'-((2S,5R)-4-acryloyl-2,5-dimethylpiperazin-1-yl)-11'-(2,4-difluorophenyl)-10'-(trifluoromethyl)-2'H,4'H,6'H-spiro[oxetane-3,3'-[1,4]thiazepino[2,3,4-ij]quinazolin]-6'-one